ethyl (Z)-4-hydroxy-3-(tributylstannyl)-2-butenoate OC/C(=C/C(=O)OCC)/[Sn](CCCC)(CCCC)CCCC